(Z)-5-(3,4-Dimethoxybenzylidene)-1-(4-methoxyphenyl)pyrimidine-2,4,6(1H,3H,5H)-trione COC=1C=C(\C=C/2\C(NC(N(C2=O)C2=CC=C(C=C2)OC)=O)=O)C=CC1OC